ClC=1C=C(C=CC1C#N)N1C(NC(C1=O)(C)C)=S 3-(3-chloro-4-cyanophenyl)-5,5-dimethyl-4-oxo-2-thioxoimidazolidin